1-cyano-3-fluoro-N-(5-phenylisoxazol-3-yl)piperidine-3-carboxamide C(#N)N1CC(CCC1)(C(=O)NC1=NOC(=C1)C1=CC=CC=C1)F